2,5-dichlorophenylacetic acid ClC1=C(C=C(C=C1)Cl)CC(=O)O